tert-butyl 2-[1-(4-amino-2,6-difluoro-phenyl)-4-hydroxy-4-piperidyl]acetate NC1=CC(=C(C(=C1)F)N1CCC(CC1)(O)CC(=O)OC(C)(C)C)F